methyl 7-fluoro-4-((4-methoxy benzyl)amino)-3-methylisoxazolo[4,5-c]quinoline-8-carboxylate FC=1C(=CC=2C3=C(C(=NC2C1)NCC1=CC=C(C=C1)OC)C(=NO3)C)C(=O)OC